ClC=1C(=NC2=CC(=C(N=C2C1N[C@H](C1=CC=CC=C1)C1CC1)C=1C=NC(=CC1)P(=O)(C)C)F)C 3-chloro-N-[(S)-cyclopropyl(phenyl)methyl]-6-[6-(dimethylphosphoryl)pyridin-3-yl]-7-fluoro-2-methyl-1,5-naphthyridin-4-amine